3-(methoxy(methyl)carbamoyl)-4,7-dihydrothieno[2,3-c]pyridine-6(5H)-carboxylic acid tert-butyl ester C(C)(C)(C)OC(=O)N1CC2=C(CC1)C(=CS2)C(N(C)OC)=O